CN1C(C(CCC1)C1=NC2=CC=CC(=C2C(N1CC(C)(C)C)=O)C)CCNC(OCC1=CC=CC=C1)=O benzyl (2-(1-methyl-3-(5-methyl-3-neopentyl-4-oxo-3,4-dihydroquinazolin-2-yl)piperidin-2-yl)ethyl)carbamate